I.C12NCC(CC1)C2 2-azabicyclo[2.2.1]heptane hydroiodide salt